5-(6-methoxy-4-methylbenzo[d]thiazol-2-yl)-7-methylquinoxaline-2-carboxylic acid ethyl ester C(C)OC(=O)C1=NC2=CC(=CC(=C2N=C1)C=1SC2=C(N1)C(=CC(=C2)OC)C)C